The molecule is a methylthymine in which the methyl group is located at the O4-position. It has a role as a human metabolite. It is an aromatic ether and a methylthymine. CC1=C(NC(=O)N=C1)OC